azetidin-1-carbaldehyde N1(CCC1)C=O